tert-butyl (1R,5S)-6-(4-amino-5-{3-fluoro-4-[(4-methylpyrimidin-2-yl) oxy] phenyl}-7-methyl-5H-pyrrolo[3,2-d]pyrimidin-6-yl)-3-azabicyclo[3.1.0]hexane-3-carboxylate NC=1C2=C(N=CN1)C(=C(N2C2=CC(=C(C=C2)OC2=NC=CC(=N2)C)F)C2[C@H]1CN(C[C@@H]21)C(=O)OC(C)(C)C)C